4-(1H-imidazol-1-yl)-N-(6-(4-(2,2,2-trifluoroethyl)piperazin-1-yl)pyridin-3-yl)thiazole-2-carboxamide N1(C=NC=C1)C=1N=C(SC1)C(=O)NC=1C=NC(=CC1)N1CCN(CC1)CC(F)(F)F